tert-Butyl N-[4-cyano-5-[4-[2-[[3-(2,2-dimethylcyclopropyl) isoxazol-5-yl]amino]-2-oxo-ethyl]phenyl]-2-isopropyl-pyrazol-3-yl]carbamate C(#N)C1=C(N(N=C1C1=CC=C(C=C1)CC(=O)NC1=CC(=NO1)C1C(C1)(C)C)C(C)C)NC(OC(C)(C)C)=O